C(C)(=O)C1=C(C=C2C=C(N(C2=C1)S(=O)(=O)C1=CC=CC=C1)CNC(C)=O)Cl N-((6-acetyl-5-chloro-1-(phenyl-sulfonyl)-1H-indol-2-yl)methyl)acetamide